4-(1-(2-fluoroethyl)-1H-imidazol-5-yl)-N-((1r,4r)-4-((2,2,2-trifluoroethyl)amino)cyclohexyl)thiazole-2-carboxamide FCCN1C=NC=C1C=1N=C(SC1)C(=O)NC1CCC(CC1)NCC(F)(F)F